cis-2-(3-bromo-2-fluorobenzyl)-3-(methylsulfonyl)piperidine-1-carboxylic acid tert-butyl ester C(C)(C)(C)OC(=O)N1[C@H]([C@H](CCC1)S(=O)(=O)C)CC1=C(C(=CC=C1)Br)F